C(C)(=O)OC(C[SiH3])(OC(C)=O)OC(C)=O triacetoxyethyl-silane